[As]([O-])([O-])([O-])=O.[Ti+4].[K+] Potassium titanium arsenate